4-methoxycyclobut-3-ene-1,2-dione COC1=CC(C1=O)=O